ClC1=C(C2=C(C=N1)SC=C2)C(=O)N 5-chlorothieno[2,3-c]pyridine-4-carboxamide